ClC1=NC(=CC=C1C(=O)NS(=O)(=O)C1=CC=CC(=N1)NCCC[C@H]1CC(N(C1)C(=O)OC(C)(C)C)(C)C)N1C(C(CC1)OCCCC(C)(C)C)=O tert-Butyl (4S)-4-[3-[[6-[[2-chloro-6-[3-(4,4-dimethylpentoxy)-2-oxopyrrolidin-1-yl]pyridine-3-carbonyl]sulfamoyl]-2-pyridyl]amino]propyl]-2,2-dimethyl-pyrrolidine-1-carboxylate